FC=1C=C(C=CC1OC1=C2C(=NC=C1)N(C=C2)COCC[Si](C)(C)C)NC(OC(C)(C)C)=O TERT-BUTYL (3-FLUORO-4-((1-((2-(TRIMETHYL SILYL)ETHOXY)METHYL)-1H-PYRROLO[2,3-B]PYRIDIN-4-YL)OXY)PHENYL)CARBAMATE